methyldiethanolamine, chlorodiphenyliodonium salt ClC1=C(C=CC=C1)[I+]C1=CC=CC=C1.CN(CCO)CCO